(R)-N-methyl-5-(2-methylpiperazin-1-yl)pyridinecarboxamide hydrochloride Cl.CNC(=O)C1=NC=C(C=C1)N1[C@@H](CNCC1)C